C(C1=CC=CC=C1)(=O)OC(C)(C(CC)OC(C1=CC=CC=C1)=O)C 2-methyl-2,3-pentanediol dibenzoate